bis-urethane aminoacrylate NC(C(=O)O)=C.NC(=O)OCC.NC(=O)OCC